3-[7-amino-2-(2-carbamoylallyl)-1-oxo-isoindolin-4-yl]benzoic acid NC=1C=CC(=C2CN(C(C12)=O)CC(=C)C(N)=O)C=1C=C(C(=O)O)C=CC1